ClC=1C=CC(=C(C1)CC=O)F (5-CHLORO-2-FLUOROPHENYL)ACETALDEHYDE